tert-butyl(2-oxopyrrolidin-3-yl)carbamate C(C)(C)(C)OC(NC1C(NCC1)=O)=O